C(C)(C)N1C(=NN=C1)C1=CC=CC(=N1)NC(C1=CC(C(=O)NC=2SC=CC2)=CC=C1)=O N1-(6-(4-Isopropyl-4H-1,2,4-triazol-3-yl)pyridin-2-yl)-N3-(thiophen-2-yl)isophthalamide